C(C)(C)(C)OC(=O)N1CCN(CC1)CC#C 4-(prop-2-yn-1-yl)piperazine-1-carboxylic acid tert-butyl ester